C(C(C)C)N1CCC(CC1)C=1C=C2C(=C(NC2=CC1)C=1C=C(C(N(C1)C)=O)C=1C=NC=NC1)C(C)C 5-(5-(1-isobutylpiperidin-4-yl)-3-isopropyl-1H-indol-2-yl)-1-methyl-3-(pyrimidin-5-yl)pyridin-2(1H)-one